N-(5-(3-chlorocinnolin-6-yl)thiazol-2-yl)-4-fluorotetrahydro-2H-pyran-4-carboxamide ClC=1N=NC2=CC=C(C=C2C1)C1=CN=C(S1)NC(=O)C1(CCOCC1)F